C(#N)C[C@@H]1N(CCN(C1)C=1C2=C(N=C(N1)SC)CN(CC2)C2=C(C(=CC=C2)C)C)C(=O)OC(C)(C)C tert-butyl (2S)-2-(cyanomethyl)-4-[7-(2,3-dimethylphenyl)-2-methylsulfanyl-6,8-dihydro-5H-pyrido[3,4-d]pyrimidin-4-yl]piperazine-1-carboxylate